potassium nicotine N1=CC=CC(=C1)C1N(C)CCC1.[K]